N-(5-(4-(5-chloro-4-fluoro-2-(1,1,1-trifluoro-2-hydroxypropan-2-yl)phenylamino)pyrimidin-2-ylamino)-2-((R)-3-(dimethylamino)pyrrolidin-1-yl)-4-methoxyphenyl)acrylamide ClC=1C(=CC(=C(C1)NC1=NC(=NC=C1)NC=1C(=CC(=C(C1)NC(C=C)=O)N1C[C@@H](CC1)N(C)C)OC)C(C(F)(F)F)(C)O)F